1-phenyl-2-methyl-2-propyl acetate C(C)(=O)OC(CC1=CC=CC=C1)(C)C